4-(2-(4-((5-cyclopropyl-3-(2,6-difluorophenyl)isoxazol-4-yl)methoxy)piperidin-1-yl)thiazol-4-yl)benzoic acid C1(CC1)C1=C(C(=NO1)C1=C(C=CC=C1F)F)COC1CCN(CC1)C=1SC=C(N1)C1=CC=C(C(=O)O)C=C1